N(=C=O)C12CC3(CC(CC(C1)C3)C2)N=C=O 1,3-diisocyanatoadamantane